NC=1C(NC(N(N1)C1=CC(=C(C(=C1)Cl)OC=1C=C2C(=CC(=NC2=CC1)C=1C=NC=CC1)C)Cl)=O)=O 6-amino-2-(3,5-dichloro-4-((4-methyl-2-(pyridin-3-yl)quinolin-6-yl)oxy)phenyl)-1,2,4-triazine-3,5(2H,4H)-dione